IC=1C=C(C=CC1)C1(CC(C1)C)C1=NN=CN1C 3-(1-(3-iodophenyl)-3-methylcyclobutyl)-4-methyl-4H-1,2,4-triazole